CN(CCN(C=1C(=CC(=CC1)NC1=NC=C(C(=N1)C1=CNC2=C(C=CC=C12)F)C(F)(F)F)N)C)C N1-(2-(dimethylamino)ethyl)-N1-methyl-N4-(4-(7-fluoro-1H-indol-3-yl)-5-(trifluoromethyl)pyrimidin-2-yl)benzene-1,2,4-triamine